1-trimethylsilyl-4-(3-(trimethoxysilyl)propyl)piperazine C[Si](N1CCN(CC1)CCC[Si](OC)(OC)OC)(C)C